CC1(NC2=CC=CC=C2C(=C1)C)C (s)-2,2,4-trimethyl-1,2-dihydroquinoline